(2S,4S)-4-(7-bromo-8-chloro-6-fluoro-4-(methylsulfanyl)-1H-pyrazolo[4,3-c]Quinolin-1-yl)-2-(2-hydroxyethyl)piperidine-1-carboxylic acid tert-butyl ester C(C)(C)(C)OC(=O)N1[C@@H](C[C@H](CC1)N1N=CC=2C(=NC=3C(=C(C(=CC3C21)Cl)Br)F)SC)CCO